4-[[4-[[(1Z)-2-ethoxy-3,3,3-trifluoro-1-propen-1-yl]oxy]phenyl]methyl]-N-ethyl-N-(2-propen-1-yloxy)-2-pyridinecarboxamide C(C)O\C(=C/OC1=CC=C(C=C1)CC1=CC(=NC=C1)C(=O)N(OCC=C)CC)\C(F)(F)F